FC1=NC=CC=C1CC=1C=NN(C1)C(=O)N[C@@H]1C(N(C2=C(OC1)C=CC(=C2)C#CC2(COC2)O)C)=O (S)-4-((2-Fluoropyridin-3-yl)methyl)-N-(7-((3-hydroxyoxetan-3-yl)ethynyl)-5-methyl-4-oxo-2,3,4,5-tetrahydrobenzo[b][1,4]oxazepin-3-yl)-1H-pyrazol-1-carboxamid